1-([1,1'-biphenyl]-3-yl)-1,1-difluoro-3-methylbutan-2-yl((S)-1-(((S)-4-(cyclopropylamino)-3,4-dioxo-1-((S)-2-oxopyrrolidin-3-yl) butan-2-yl)amino)-4-methyl-1-oxopentan-2-yl)carbamate C1(=CC(=CC=C1)C(C(C(C)C)N(C([O-])=O)[C@H](C(=O)N[C@@H](C[C@H]1C(NCC1)=O)C(C(=O)NC1CC1)=O)CC(C)C)(F)F)C1=CC=CC=C1